(3R)-7-((2S,5R)-4-acryloyl-2,5-dimethylpiperazin-1-yl)-9-chloro-10-(2,4-difluorophenyl)-3-((1-ethylpiperidin-4-yl)methyl)-2H-[1,4]oxazino[2,3,4-ij]quinazolin-5(3H)-one C(C=C)(=O)N1C[C@@H](N(C[C@H]1C)C1=NC(N2C3=C(C(=C(C=C13)Cl)C1=C(C=C(C=C1)F)F)OC[C@H]2CC2CCN(CC2)CC)=O)C